8-bromo-7-fluoro-chromane BrC=1C(=CC=C2CCCOC12)F